COC=1C=C2C(=CC=NC2=CC1OC)OC1=C(C=C(C=C1)C1=C(C(N(C(N1C(C)C)=O)C1=CC=C(C=C1)F)=O)C(=O)N)F [4-(6,7-dimethoxyquinolin-4-yl)oxy-3-fluorophenyl]-3-(4-fluorophenyl)-2,4-dioxo-1-propan-2-ylpyrimidine-5-carboxamide